N-(2-((2-(dimethylamino)ethyl)(methyl)amino)-4-methoxy-5-(4-(5-methyl-2-oxo-2,3-dihydrobenzo[d]imidazol-1-yl)pyrimidin-2-ylamino)phenyl)acrylamide hydrochloride Cl.CN(CCN(C1=C(C=C(C(=C1)OC)NC1=NC=CC(=N1)N1C(NC2=C1C=CC(=C2)C)=O)NC(C=C)=O)C)C